C(C=C)[C@@H]1[C@@](CN(C1)C1=C(C(C1=O)=O)N(C)CCNC(=O)OC(C)(C)C)(C(=O)O[C@H](C)C1=CC=CC=C1)N=[N+]=[N-] (R)-1-phenylethyl (3R,4S)-4-allyl-3-azido-1-(2-((2-((tert-butoxycarbonyl)amino)ethyl)(methyl)amino)-3,4-dioxocyclobut-1-en-1-yl)pyrrolidine-3-carboxylate